FC(C=1C=C(C=CC1F)C=1C=C2C(=NC1)N(C(N2CC(=O)N2CC(C2)F)=O)C)F 6-[3-(difluoromethyl)-4-fluoro-phenyl]-1-[2-(3-fluoroazetidin-1-yl)-2-oxo-ethyl]-3-methyl-imidazo[4,5-b]pyridin-2-one